P(OCCCCC)([O-])=O n-amyl phosphonate